BrC=1C=CC=2N(C1)N=CC2C#N 6-Bromo-3-cyanopyrazolo[1,5-a]pyridin